ClC=1C=C(C=CC1C=1SC=C(C1)C1=CC(=NC=C1)OCC(C)(C)O)C(=O)N1CCC(CC1)O (3-chloro-4-(4-(2-(2-hydroxy-2-methylpropoxy)pyridin-4-yl)thiophen-2-yl)phenyl)(4-hydroxypiperidin-1-yl)methanone